ClC1=C(C=C(O[C@@H](C(=O)OC)C(C)C)C=C1)C (R)-Methyl 2-(4-chloro-3-methylphenoxy)-3-methylbutanoate